SCCC[Si](OCC)(OCC)OCC 3-mercapto-propyl-triethoxysilane